C(C)OC(CC1CN(CC1)C1=C(C=C(C=C1F)C1NC(CNC1)OC)F)=O {1-[2,6-difluoro-4-(6-methoxy-piperazin-2-yl)-phenyl]-pyrrolidin-3-yl}-acetic acid ethyl ester